4-bromo-N-(4-cyano-2-fluorophenyl)-1-(triisopropylsilyl)pyrrole-3-sulfonamide 3-[3-Benzhydryl-5-(2-chloro-3-fluoro-phenyl)-2,6-dioxo-3,6-dihydro-2H-pyrimidin-1-yl]-propanoate C(C1=CC=CC=C1)(C1=CC=CC=C1)N1C(N(C(C(=C1)C1=C(C(=CC=C1)F)Cl)=O)CCC(=O)O)=O.BrC=1C(=CN(C1)[Si](C(C)C)(C(C)C)C(C)C)S(=O)(=O)NC1=C(C=C(C=C1)C#N)F